C(C)(C)(C)[Si](OC1C(CC=2C(=CC=CC12)C#N)C=O)(C)C 2-trans-1-[tert-butyl-(dimethyl)silyl]oxy-2-formyl-2,3-dihydro-1H-indene-4-carbonitrile